tert-butyl (18S,21S)-26-amino-18,21-bis(4-aminobutyl)-17,20,23-trioxo-4,7,10,13-tetraoxa-16,19,22-triazahexacosanoate NCCCC(N[C@H](C(N[C@H](C(NCCOCCOCCOCCOCCC(=O)OC(C)(C)C)=O)CCCCN)=O)CCCCN)=O